C(C)(C)(C)OC(CN1CCN(CCN(CC1)CC(OC(C)(C)C)=O)C(CCC(=O)O)C(=O)OC(C)(C)C)=O 4-(4,7-bis(2-(tert-butoxy)-2-oxoethyl)-1,4,7-triaza-cyclononan-1-yl)-5-(tert-butoxy)-5-oxo-pentanoic acid